FC=1C=2N(C=C(C1)NC(=O)C1=CC=C(C3=CN(N=C13)C)N1[C@H](CN(CC1)C(=O)OC(C)(C)C)C)C=C(N2)C tert-butyl (3S)-4-[7-({8-fluoro-2-methylimidazo[1,2-a]pyridin-6-yl}carbamoyl)-2-methylindazol-4-yl]-3-methylpiperazine-1-carboxylate